methylenebis-(2-hydroxy-3-naphthoate) C(C1=C(C(=CC2=CC=CC=C12)C(=O)[O-])O)C1=C(C(=CC2=CC=CC=C12)C(=O)[O-])O